C(C)OCC1(CCN(CC1)CC1=C(C=C(C=C1)NC(C)=O)F)CCC1=CC=CC=C1 N-(4-((4-(ethoxymethyl)-4-phenethyl-piperidin-1-yl)methyl)-3-fluorophenyl)acetamide